N[C@H]1CS(C2=C(N(C1=O)CC1=CC=C(C=C1)Cl)C=C(C(=C2)F)C2=NN(C=N2)CC)(=O)=O (3R)-3-amino-5-[(4-chlorophenyl)methyl]-7-(1-ethyl-1,2,4-triazol-3-yl)-8-fluoro-1,1-dioxo-2,3-dihydro-1λ6,5-benzothiazepin-4-one